OCCN1N=NC(=C1)COC1=C2CCN(C2=CC=C1)C(=O)C=1C=C2C(=NC1)NC(C2)=O 5-(4-((1-(2-hydroxyethyl)-1H-1,2,3-triazol-4-yl)methoxy)indoline-1-carbonyl)-1,3-dihydro-2H-pyrrolo[2,3-b]pyridin-2-one